6-(7-(2-fluoro-5-formylbenzoyl)-2,7-diazaspiro[4.4]nonan-2-yl)nicotinonitrile FC1=C(C(=O)N2CC3(CCN(C3)C3=NC=C(C#N)C=C3)CC2)C=C(C=C1)C=O